tert-butyl 2-[2-[2-[2-(2-bromoethoxy)ethoxy]ethoxy]ethoxy]acetate BrCCOCCOCCOCCOCC(=O)OC(C)(C)C